(2,2,2-trifluoroethoxy)silane FC(CO[SiH3])(F)F